2-Amino-7-benzyl-5,6,7,8-tetrahydropyrido[3,4-d]pyrimidin-4-ol NC=1N=C(C2=C(N1)CN(CC2)CC2=CC=CC=C2)O